2-bromo-4-(bromodifluoromethoxy)-6-(methylthio)pyridine BrC1=NC(=CC(=C1)OC(F)(F)Br)SC